FC=1C=C2C(=CNC2=C(C1)F)C(C(=O)Cl)=O 2-(5,7-difluoro-1H-indol-3-yl)-2-oxoacetyl chloride